FC=1C=CC=C2C(N(C(=NC12)N1CCN(CC1)C1=CC(=CC=C1)OC)C1=C(C=CC(=C1)C(F)(F)F)OC)CC(=O)O {8-fluoro-2-[4-(3-methoxyphenyl)piperazine-1-yl]-3-[2-methoxy-5-(trifluoromethyl)phenyl]-3,4-dihydro-quinazolin-4-yl}acetic acid